(3,3-dimethylpiperazin-1-yl)-4-methylpyrimidine-5-carboxylic acid ethyl ester hydrochloride Cl.C(C)OC(=O)C=1C(=NC(=NC1)N1CC(NCC1)(C)C)C